CC=1C=C(C=CC1OC1=CC2=C(N(C=N2)C)C=C1)NC=1C2=C(N=CN1)C=CC(=N2)N2CC1CCC(C2)N1C(C=C)=O 1-(3-(4-((3-methyl-4-((1-methyl-1H-benzo[d]imidazol-5-yl)oxy)phenyl)amino)pyrido[3,2-d]pyrimidin-6-yl)-3,8-diazabicyclo[3.2.1]octan-8-yl)prop-2-en-1-one